magnesium aluminum silicate magnesium [Mg+2].[Si]([O-])([O-])([O-])[O-].[Al+3].[Mg+2]